C(#N)C=1C=C(C=CC1)[C@H]1[C@@H](N=C(O1)N1C[C@H](N(CC1)C([C@H](NC1CCCCC1)CCCCN(C)C)=O)C(=O)NCC=1SC=CC1)C (2S)-4-[(4S,5S)-5-(3-cyanophenyl)-4-methyl-4,5-dihydro-1,3-oxazol-2-yl]-1-(N2-cyclohexyl-N6,N6-dimethyl-D-lysyl)-N-(thiophen-2-ylmethyl)piperazine-2-carboxamide